(6-bromo-3-pyridinyl)acetic acid BrC1=CC=C(C=N1)CC(=O)O